CC1CC2(C=3N1N=C(C3)C=3C=NC1=CC=CC=C1C3)CN(C2)C(=O)C2=CC=NC=C2 [6'-methyl-2'-(quinolin-3-yl)-5',6'-dihydrospiro[azetidine-3,4'-pyrrolo[1,2-b]pyrazol]-1-yl](pyridin-4-yl)methanone